(2S,4r)-1-[(2S)-2-(4-cyclopropyl-triazol-1-yl)-3,3-dimethyl-butyryl]-4-hydroxy-N-[2-[4-(trifluoromethyl)-2-pyridinyl]ethyl]pyrrolidine-2-carboxamide C1(CC1)C=1N=NN(C1)[C@H](C(=O)N1[C@@H](C[C@H](C1)O)C(=O)NCCC1=NC=CC(=C1)C(F)(F)F)C(C)(C)C